Cl.N1=CN=CC(=C1)C#N pyrimidine-5-carbonitrile hydrochloride